C(C1=CC=CC=C1)S(=O)[O-].[Li+].NC1=NC=NN2C1=CC=C2[C@H]2C[C@@H]([C@](O2)(CO)CF)O (2R,3S,5R)-5-(4-aminopyrrolo[2,1-f][1,2,4]triazin-7-yl)-2-(fluoromethyl)-2-(hydroxymethyl)tetrahydrofuran-3-ol lithium toluenesulfinate